N-methyl-5-(3-(methylthio)phenyl)-2-(4-(trifluoromethyl)phenyl)oxazole-4-carboxamide di(biphenyl-4-yl)-carbonate C1(=CC=C(C=C1)OC(OC1=CC=C(C=C1)C1=CC=CC=C1)=O)C1=CC=CC=C1.CNC(=O)C=1N=C(OC1C1=CC(=CC=C1)SC)C1=CC=C(C=C1)C(F)(F)F